2,2'-(ethane-1,2-diylbis(oxy))bis(ethane-1-ol) C(COCCO)OCCO